5-(2-(octahydroisoquinolin-2(1H)-yl)-2-oxoacetamido)nicotinamide C1N(CCC2CCCCC12)C(C(=O)NC=1C=NC=C(C(=O)N)C1)=O